C1(=CC=CC=C1)N1C(=CC=C1)P(C1CCCCC1)C1CCCCC1 N-phenyl-2-(dicyclohexylphosphino)pyrrole